C(#N)C=1C(=NC(=CN1)N1C[C@@H](CCC1)N1C(N(CC1)C)=O)NC1=CC=C(C=C1)N1CC2(CN(C2)C(=O)OC(C)(C)C)C1 tert-butyl (R)-6-(4-((3-cyano-6-(3-(3-methyl-2-oxoimidazolidin-1-yl)piperidin-1-yl)pyrazin-2-yl)amino)phenyl)-2,6-diazaspiro[3.3]heptane-2-carboxylate